ClC1=CC=C(C=C1)/C=C/OB(O)O trans-2-(4-chlorophenyl)vinylboric acid